magnesium methylenebis(methylphosphonite) C(P([O-])([O-])C)P([O-])([O-])C.[Mg+2].[Mg+2]